FC1=C(C2=C(C(=N1)OC)N=C(S2)NC(C2=CC=C(C=C2)C2=NN=NN2)=O)N2CCOCC2 N-(6-Fluoro-4-methoxy-7-morpholin-4-yl-thiazolo[4,5-c]pyridin-2-yl)-4-(1H-tetrazol-5-yl)-benzamid